Ethyl 2-(4-methoxy-1-((3-(5,6,7,8-tetrahydro-1,8-naphthyridin-2-yl)propyl)carbamoyl)piperidin-4-yl)acetate COC1(CCN(CC1)C(NCCCC1=NC=2NCCCC2C=C1)=O)CC(=O)OCC